tert-butyl 4-[4-[3-fluoro-2,6-dioxo-1-(2-trimethylsilylethoxymethyl)-3-piperidyl]phenyl]piperidine-1-carboxylate FC1(C(N(C(CC1)=O)COCC[Si](C)(C)C)=O)C1=CC=C(C=C1)C1CCN(CC1)C(=O)OC(C)(C)C